O=C1NC(CCC1N1C(C2=CC=C(C=C2C1)CN1C(C2=CC=CC=3C2=C(C1=O)C=CC3)=O)=O)=O 2-((2-(2,6-dioxopiperidin-3-yl)-1-oxoisoindolin-5-yl)methyl)-1H-benzo[de]isoquinoline-1,3(2H)-dione